COC(=O)[C@H]1OC2(O[C@@H]1C1=CC=CC=C1)CCCC2 (2S,3R)-methyl-3-phenyl-1,4-dioxaspiro[4.4]nonane-2-carboxylate